FC=1C=C(C=CC1)CC(=O)O[C@H]1[C@H](NC[C@@H]1O)CC1=CC=C(C=C1)C1=CN=CO1 (2R,3S,4S)-4-hydroxy-2-{[4-(1,3-oxazol-5-yl)phenyl]methyl}pyrrolidin-3-yl 2-(3-fluorophenyl)acetate